C(C1=CC=CC=C1)N1C[C@@H]([C@@H](CC1)C)N(C=1C2=C(N=CN1)CN(CC2)C(=O)OC(C)(C)C)C tert-butyl 4-[[(3r,4r)-1-benzyl-4-methylpiperidin-3-yl] (methyl) amino]-5h,6h,7h,8h-pyrido[3,4-d]pyrimidine-7-carboxylate